ClC1=CC(=C(C(=C1)C)B1OC(C(O1)(C)C)(C)C)OCOC 2-[4-chloro-2-(methoxymethoxy)-6-methylphenyl]-4,4,5,5-tetramethyl-1,3,2-dioxaborolane